11,11-bis[(3,7-dimethyl-2,6-octadienyl)oxy]-1-undecene CC(=CCOC(CCCCCCCCC=C)OCC=C(CCC=C(C)C)C)CCC=C(C)C